3,5-bis(hydroxymethyl)-1-Propargyloxybenzene OCC=1C=C(C=C(C1)CO)OCC#C